FCC(OC=1C=C2C(N(C(N(C2=CC1)C1CCN(CC1)C=O)=O)CC1=CC(=C(C=C1)OC)OC(C)C)=O)CF 4-{6-[2-fluoro-1-(fluoromethyl)ethoxy]-3-[4-methoxy-3-(1-methylethoxy)benzyl]-2,4-dioxo-3,4-dihydroquinazolin-1(2H)-yl}piperidine-1-carbaldehyde